1-[(2S)-2-(5-{3-bromo-2-methylpyrazolo[1,5-a]pyrimidin-5-yl}-2-fluorophenoxy)propyl]-1H-tetrazole BrC=1C(=NN2C1N=C(C=C2)C=2C=CC(=C(O[C@H](CN1N=NN=C1)C)C2)F)C